[N-]=C=O.N(C(=O)N)C=1NC=CC(N1)=O 2-ureido-4[1h]pyrimidinone isocyanate